3,4-Difluoro-2-isopropyl-5-(quinoxalin-2-yl)phenol FC=1C(=C(C=C(C1F)C1=NC2=CC=CC=C2N=C1)O)C(C)C